Perfluoro-N,N,N',N'-tetrakis(heptafluoropropyl)-1,6-hexanediamine FC(C(C(C(C(C(N(C(C(C(F)(F)F)(F)F)(F)F)C(C(C(F)(F)F)(F)F)(F)F)(F)F)(F)F)(F)F)(F)F)(F)F)(N(C(C(C(F)(F)F)(F)F)(F)F)C(C(C(F)(F)F)(F)F)(F)F)F